2-(2,6-dichlorophenyl)-6-((5-(4-methylpiperazin-1-yl)pyridin-2-yl)amino)-1,2-dihydro-3H-pyrazolo[4,3-c]pyridazin-3-one ClC1=C(C(=CC=C1)Cl)N1NC2=C(N=NC(=C2)NC2=NC=C(C=C2)N2CCN(CC2)C)C1=O